C(C1=CC=CC=C1)OC1=C(C=C2C(=NNC2=C1F)F)F 6-(benzyloxy)-3,5,7-trifluoro-1H-indazole